vanadium n-butoxide [O-]CCCC.[V+5].[O-]CCCC.[O-]CCCC.[O-]CCCC.[O-]CCCC